C(C1=CC=CC=C1)OCOCCCC(C)Br 4-bromopentyl benzyloxymethyl ether